COC1=CC=C(C=N1)C1CNCCO1 2-(6-methoxypyridin-3-yl)morpholine